[Tb].[K] potassium terbium